(4Z)-2-[(3-Hydroxy-1-adamantyl)amino]-4-(1H-indazol-5-ylmethylene)-1H-imidazol-5-one OC12CC3(CC(CC(C1)C3)C2)NC=2NC(/C(/N2)=C/C=2C=C3C=NNC3=CC2)=O